C(C)(=O)N1CCC(CC1)C1=NN(C2=CC=CC(=C12)C=1C=C2C=CN=CC2=CC1)CC(=O)NCC(=O)NCC(=O)O (2-(3-(1-acetylpiperidin-4-yl)-4-(isoquinolin-6-yl)-1H-indazol-1-yl)acetyl)glycylglycine